3-(3-((2-ethyl-4-oxo-5,6,7,8-tetrahydroquinazolin-3(4H)-yl)methyl)isoxazol-5-yl)-5-hydroxybenzonitrile C(C)C1=NC=2CCCCC2C(N1CC1=NOC(=C1)C=1C=C(C#N)C=C(C1)O)=O